OC1=CC(=CC=2OC3=CC=CC=C3C(C12)=O)O 1,3-dihydroxyxanthen-9-one